FC=1C=C(C=CC1F)C=1C(=C(C(=O)N)C=C(C1)C1=C2C(=NC=C1)N(C(C2(C)C)=O)C2=NC=CC=N2)C(F)(F)F (3,4-difluorophenyl)-5-(3,3-dimethyl-2-oxo-1-(pyrimidin-2-yl)-2,3-dihydro-1H-pyrrolo[2,3-b]pyridin-4-yl)-2-(trifluoromethyl)benzamide